C1(CC1)C1=NN(C=C1[N+](=O)[O-])COCC[Si](C)(C)C 3-cyclopropyl-4-nitro-1-((2-(trimethylsilyl)ethoxy)methyl)-1H-pyrazole